ClC1=CC=C(C=C1)C=1N=C(NC1C1=CC=NC=C1)C=1C=NC(=CC1)OC 4-(4-chlorophenyl)-2-(6-methoxypyridin-3-yl)-5-(pyridin-4-yl)-1H-imidazole